Cl.ClC=1C=2C(C3=NC=C(C(=C3OC2C=CC1)C1=CC(=C(C=C1)N1CCNCC1)OC)C)=O 9-chloro-4-(3-methoxy-4-(piperazin-1-yl)phenyl)-3-methyl-10H-chromeno[3,2-b]pyridin-10-one hydrochloride